FC(C1CN(C1)CCN1C(NC2=NC=C(C=C21)C2=CC(=CC=C2)C(F)(F)F)=O)(F)F 1-[2-[3-(trifluoromethyl)azetidin-1-yl]ethyl]-6-[3-(trifluoromethyl)phenyl]-3H-imidazo[4,5-b]pyridin-2-one